(S,E)-4-(4-(2-(2-cyano-[1,1'-biphenyl]-3-yl)vinyl)-2-((methoxy-d3)Methyl)-5-trifluoromethylbenzyl)morpholine-3-carboxylic acid C(#N)C1=C(C=CC=C1/C=C/C1=CC(=C(CN2[C@@H](COCC2)C(=O)O)C=C1C(F)(F)F)COC([2H])([2H])[2H])C1=CC=CC=C1